2-chloro-N-[2-methyl-8-[4-(trifluoromethyl)phenyl]Pyrazolo[3,4-b]Indol-5-yl]Acetamide ClCC(=O)NC=1C=C2C=3C(N(C2=CC1)C1=CC=C(C=C1)C(F)(F)F)=NN(C3)C